[N+](=O)([O-])C=1C=C(C=CC1)CCOCCO 2-(3-Nitrophenylethoxy)ethane-1-ol